C1(CC1)C1=NC=NC(=C1C=1N=C(C2=C(N1)CSC2)NCC2=CC=C(C=C2)C=2N(C=C(N2)C(F)(F)F)C)OC 2-(4-cyclopropyl-6-methoxy-pyrimidin-5-yl)-N-[[4-[1-methyl-4-(trifluoromethyl)imidazol-2-yl]phenyl]methyl]-5,7-dihydrothieno[3,4-d]pyrimidin-4-amine